C1(CC1)C1=CC(=C(C(=C1)C)C1=CC(=C(C(=C1)C)F)[C@H](CC(=O)OCC)NC([C@@H](CC=C)OS(=O)(=O)C)=O)CCCCC=C Ethyl (S)-3-(4'-cyclopropyl-4-fluoro-2'-(hex-5-en-1-yl)-5,6'-dimethyl-[1,1'-biphenyl]-3-yl)-3-((R)-2-((methylsulfonyl)oxy)pent-4-enamido)propanoate